ethyl-(E,Z)-2,4-decadienoate C(C)OC(\C=C\C=C/CCCCC)=O